Br[Si](C)(C)C bromo-trimethylsilane